P1(=CCCC1)=O phospholen-oxid